bis(tert-butyl-4-phenyl-diphenyl-phenyl)pentaerythritol C(C)(C)(C)C=1C(=C(C(=C(C1)C(O)(C(CO)(CO)CO)C1=C(C(=C(C(=C1)C(C)(C)C)C1=CC=CC=C1)C1=CC=CC=C1)C1=CC=CC=C1)C1=CC=CC=C1)C1=CC=CC=C1)C1=CC=CC=C1